COC=1C2=C(N=C(N1)NC1CC(C1)(C)NC(CC)=O)NC=C2C=2C=CC1=C(N(N=N1)C)C2 N-((1s,3s)-3-((4-methoxy-5-(1-methyl-1H-benzo[d][1,2,3]triazol-6-yl)-7H-pyrrolo[2,3-d]pyrimidin-2-yl)amino)-1-methylcyclobutyl)propionamide